N[C@H]1[C@@H]2N(C[C@H]1CC2)C(=O)C2=CC1=C(N(C(=N1)C1=CC3=C(N1CC1CC1)C(=CS3)C3CCNCC3)C)C(=C2)OC ((1R,4R,7R)-7-amino-2-azabicyclo[2.2.1]heptan-2-yl)(2-(4-(cyclopropylmethyl)-3-(piperidin-4-yl)-4H-thieno[3,2-b]pyrrol-5-yl)-7-methoxy-1-methyl-1H-benzo[d]imidazol-5-yl)methanone